C(C)(C)(C)OC(=O)N1[C@H]([C@H](CC1)O)C Cis-tert-butyl-3-hydroxy-2-methyl-pyrrolidine-1-carboxylate